3-((4-(7-methylimidazo[1,2-b]pyridazin-6-yl)piperazin-1-yl)sulfonyl)-6,7-dihydro-5H-pyrazolo[5,1-b][1,3]oxazine CC1=CC=2N(N=C1N1CCN(CC1)S(=O)(=O)C=1C=NN3C1OCCC3)C=CN2